cyanopyridinyl-4-oxo-4,5,6,7-tetrahydropyrazolo[1,5-a]pyrazineamide C(#N)N1C(C=2N(CC1)N=C(C2C2=NC=CC=C2)C(=O)N)=O